α-methylacrylonitrile CC(C#N)=C